4-(3-chlorobenzyl)-3,4-dihydroquinoxaline ClC=1C=C(CN2CC=NC3=CC=CC=C23)C=CC1